2-(2H-benzotriazol-2-yl)-6-undecyl-4-nonylphenol N=1N(N=C2C1C=CC=C2)C2=C(C(=CC(=C2)CCCCCCCCC)CCCCCCCCCCC)O